BrC=1SC(=CN1)C(=O)NC1=C(C(=C(C=C1C)Cl)OC)C bromo-N-(4-chloro-3-methoxy-2,6-dimethyl-phenyl)thiazole-5-carboxamide